1-(1-acetyl-3-(tert-butyl)-1H-pyrazol-5-yl)-3-(2-fluoro-4-((3-keto-3,4-dihydropyrido[2,3-b]pyrazin-8-yl)oxy)phenyl)urea C(C)(=O)N1N=C(C=C1NC(=O)NC1=C(C=C(C=C1)OC1=CC=NC=2NC(C=NC21)=O)F)C(C)(C)C